COC(CC1OC(CCC1)C=1C(=NC(=CC1)C#CCO)CC)=O 2-(6-(2-ethyl-6-(3-hydroxy-prop-1-yn-1-yl)pyridin-3-yl)tetrahydro-2H-pyran-2-yl)acetic acid methyl ester